5-{4-[4-(3,5-dimethylpyridin-2-yl)piperazine-1-carbonyl]-3-fluorophenyl}-5-propylimidazolidine-2,4-dione CC=1C(=NC=C(C1)C)N1CCN(CC1)C(=O)C1=C(C=C(C=C1)C1(C(NC(N1)=O)=O)CCC)F